5-bromo-3-fluoro-6-hydroxypyridine-2-carboxylic acid ethyl ester C(C)OC(=O)C1=NC(=C(C=C1F)Br)O